COC1=NC=C(C(=N1)OC)C1=CC(=C(N=N1)C)C1C(C1)C(CO)CO 2-(2-(6-(2,4-dimethoxypyrimidin-5-yl)-3-methylpyridazin-4-yl)cyclopropyl)propane-1,3-diol